FC1=C(CN2N=C(N=C2)C(=O)N[C@@H]2C(N(C3=C(OC2)C=CC(=C3)CCC(=O)O)C)=O)C=CC=C1 (S)-3-(3-(1-(2-fluorobenzyl)-1H-1,2,4-triazole-3-carboxamido)-5-methyl-4-oxo-2,3,4,5-tetrahydrobenzo[b][1,4]oxazepin-7-yl)propanoic acid